1,3-bis[2-(p-aminophenyl)ethyl]-1-t-butoxycarbonyl-urea NC1=CC=C(C=C1)CCN(C(=O)NCCC1=CC=C(C=C1)N)C(=O)OC(C)(C)C